N-(5-(5-(difluoromethyl)-1,2,4-oxadiazol-3-yl)-2,3-dihydro-1H-inden-1-yl)-4-methylisoxazole-5-carboxamide FC(C1=NC(=NO1)C=1C=C2CCC(C2=CC1)NC(=O)C1=C(C=NO1)C)F